benzo[5,6]oxazepin O1C2=C(C=CC=N1)C=CC=C2